(4-Methyl-1-tert-butoxycarbonyl-4-piperidyl)acetic acid CC1(CCN(CC1)C(=O)OC(C)(C)C)CC(=O)O